BrC=1C(=NC(=NC1Cl)Cl)N 5-bromo-2,6-dichloropyrimidin-4-amine